C1=CCN2C1=C1C=CC(=CC1=C1N2C=CC=C1)C(=O)[O-] pyrido[1,2-c]pyrrolo[2,1-a]phthalazine-11-carboxylate